C12CN(CC(C1)C2)C2=CC(=NC=C2)N2CC[C@H]1N(CCC[C@H]12)C=1C=C(C=C(C1)F)CO {3-[(3aR,7aR)-1-(4-{3-azabicyclo[3.1.1]heptan-3-yl}pyridin-2-yl)-hexahydro-2H-pyrrolo[3,2-b]pyridin-4-yl]-5-fluorophenyl}methanol